6-((4-(6-((4-chloro-2-fluorobenzyl)oxy)pyridin-2-yl)piperidin-1-yl)methyl)cyanopyridine ClC1=CC(=C(COC2=CC=CC(=N2)C2CCN(CC2)CC2=CC=CC(=N2)C#N)C=C1)F